(S)-4-chloro-1-oxo-3-(1-((5-oxo-5,8-dihydropyrido[2,3-d]pyrimidin-4-yl)amino)ethyl)-2-phenyl-1,2-dihydroisoquinoline-8-carboxylic acid ClC1=C(N(C(C2=C(C=CC=C12)C(=O)O)=O)C1=CC=CC=C1)[C@H](C)NC=1C2=C(N=CN1)NC=CC2=O